2-(4-cyclopropyl-6-methoxy-pyrimidin-5-yl)-5-ethyl-4-[[4-[1-methyl-4-(trifluoromethyl)imidazol-2-yl]phenyl]methoxy]pyrimidine C1(CC1)C1=NC=NC(=C1C1=NC=C(C(=N1)OCC1=CC=C(C=C1)C=1N(C=C(N1)C(F)(F)F)C)CC)OC